C[C@@H]1CN(C[C@@H](O1)C)CC(=O)NC=1N=CC2=CC=C(C=C2C1)C=1C=NN(C1)C 2-((2R,6S)-2,6-dimethylmorpholinyl)-N-(6-(1-methyl-1H-pyrazol-4-yl)isoquinolin-3-yl)acetamide